FC=1C=CC(=NC1)N1N=C(C=C1O)C(=O)NC1=CC=C(C=C1)CO (5-fluoropyridin-2-yl)-5-hydroxy-N-(4-(hydroxymethyl)phenyl)-1H-pyrazole-3-carboxamide